C1(=CC=CC=C1)[S+](=O)(C1=CC=C(C=C1)Br)C1=CC=CC=C1 diphenyl-(p-bromophenyl)sulfoxonium